C(=O)(O)C(=O)NC1=C(C2=C(CNCC2)S1)C(=O)O 2-(carboxyformamido)-4,5,6,7-tetrahydrothieno[2,3-c]pyridine-3-carboxylic acid